C1(CC1)N1C=NC=C1 1-cyclopropyl-1H-imidazole